2-((S)-1-[1,4]Dioxan-2-ylmethoxy)-9-[(tetrahydro-pyran-4-ylmethyl)-amino]-6,7-dihydro-pyrimido[6,1-a]isoquinolin-4-one O1[C@@H](COCC1)COC1=NC(N2C(C3=CC=C(C=C3CC2)NCC2CCOCC2)=C1)=O